P(=O)(OC(C)(C)C)(OC(C)(C)C)OCC(=O)N1CC2NS(C=3C(OCC2C1)=C(N(C3)C)C(NC3=CC(=C(C(=C3)F)F)F)=O)(=O)=O di-tert-butyl (2-(7-methyl-5,5-dioxido-8-((3,4,5-trifluorophenyl)carbamoyl)-3a,4,10,10a-tetrahydro-1H,7H-dipyrrolo[3,4-b:3',4'-f][1,4,5]oxathiazocin-2(3H)-yl)-2-oxoethyl) phosphate